(S)-(3-Fluorophenyl)(4-(4-(trifluoromethoxy)phenethyl)-7-azabicyclo[2.2.1]heptan-1-yl)methanol FC=1C=C(C=CC1)[C@H](O)C12CCC(CC1)(N2)CCC2=CC=C(C=C2)OC(F)(F)F